N-(3-chloro-2-methoxyphenyl)-4-({[3-(2-methoxyethoxy)pyridin-4-yl]methyl}amino)-2-oxo-1,2,5,6-tetrahydropyridine-3-carbothioamide ClC=1C(=C(C=CC1)NC(=S)C=1C(NCCC1NCC1=C(C=NC=C1)OCCOC)=O)OC